FC1=CC=C(C=C1)B1OCCN(CCO1)C 2-(4-Fluoro-phenyl)-6-methyl-[1,3,6,2]dioxazaborocane